1,2-Bis(methyldiethoxysilyl)ethylene C[Si](C=C[Si](OCC)(OCC)C)(OCC)OCC